N-(4-(4-((2,4-dimethoxybenzyl)amino)-7-(tetrahydro-2H-pyran-4-yl)-5H-pyrrolo[3,2-d]pyrimidin-5-yl)benzyl)-5-fluoro-2-methoxybenzamide COC1=C(CNC=2C3=C(N=CN2)C(=CN3C3=CC=C(CNC(C2=C(C=CC(=C2)F)OC)=O)C=C3)C3CCOCC3)C=CC(=C1)OC